amino-3-aminomethyl-3,5,5-trimethyl-cyclohexane NC1CC(CC(C1)(C)C)(C)CN